COC1=C(C=CC(=C1)NC1CCN(CC1)C)NC1=CC(=NN1)C1=CC=C(S1)C(=O)N 5-(5-(2-methoxy-4-(1-methylpiperidin-4-ylamino)phenylamino)-1H-pyrazol-3-yl)thiophene-2-carboxamide